N-[2-(5-amino-1,3,4-thiadiazol-2-yl)-4-chloro-6-methylphenyl]-3-bromo-1-(3-chloro-2-pyridinyl)-1H-pyrazole-5-carboxamide 2-PHENYLETHYL-FORMATE C1(=CC=CC=C1)CCOC=O.NC1=NN=C(S1)C1=C(C(=CC(=C1)Cl)C)NC(=O)C1=CC(=NN1C1=NC=CC=C1Cl)Br